C(C=CCC)(=O)O 19Z-pentaenoic acid